1-bromo-4-(trifluorometh-ylsulfonyl)-benzene BrC1=CC=C(C=C1)S(=O)(=O)C(F)(F)F